2-ethylidene-1,5-dimethyl-3,3-diphenylpyrrolidine C(C)=C1N(C(CC1(C1=CC=CC=C1)C1=CC=CC=C1)C)C